1-hexyl-1-butyl-pyrrolium chloride [Cl-].C(CCCCC)[N+]1(C=CC=C1)CCCC